NC1=NC(N(C=C1F)[C@@H]1S[C@]([C@H](C1)O)(C)CO)=O 4-amino-5-fluoro-1-((2R,4S,5R)-4-hydroxy-5-(hydroxymethyl)-5-methyltetrahydrothiophen-2-yl)pyrimidin-2(1H)-one